C(C)(=O)O.NC1=CC=CC=C1 aniline acetate